CC1=C(C=C(C(=O)NC2=NC=CC(=C2)C(F)(F)F)C=C1)N1N=CC(=C1)C=1C=NC=NC1 4-methyl-3-(4-pyrimidin-5-ylpyrazol-1-yl)-N-[4-(trifluoromethyl)-2-pyridinyl]benzamide